1-(4-(2-((1-(1-(cyanomethyl)piperidin-4-yl)-1H-pyrazol-4-yl)amino)-5-methylpyrimidin-4-yl)benzoyl)azetidine-3-carbonitrile C(#N)CN1CCC(CC1)N1N=CC(=C1)NC1=NC=C(C(=N1)C1=CC=C(C(=O)N2CC(C2)C#N)C=C1)C